ClC1=CC=C(C(=N1)C)N[C@H](C)C=1C=C(C=C2C(C(=C(OC12)C1=CC=C2C=CNC2=C1)C)=O)C 8-[(1R)-1-[(6-Chloro-2-methyl-3-pyridyl)amino]ethyl]-2-(1H-indol-6-yl)-3,6-dimethyl-chromen-4-one